ClC=1C=C(C=CC1N1C(N(C=C1)C)=O)C1=C(C(=CC(=C1)F)C=1C=C(C(N(C1)C)=O)N1CC(CC1)(C)O)O 5-(3'-chloro-5-fluoro-2-hydroxy-4'-(3-methyl-2-oxo-2,3-dihydro-1H-imidazol-1-yl)-[1,1'-biphenyl]-3-yl)-3-(3-hydroxy-3-methylpyrrolidin-1-yl)-1-methylpyridin-2(1H)-one